prop-2-yn-1-yl (5-((S)-2-((S)-2-((tert-butoxycarbonyl)amino)-3-methylbutanamido)-5-ureidopentanamido)-2-(hydroxymethyl)benzyl)(methyl)carbamate C(C)(C)(C)OC(=O)N[C@H](C(=O)N[C@H](C(=O)NC=1C=CC(=C(CN(C(OCC#C)=O)C)C1)CO)CCCNC(=O)N)C(C)C